NN[C@H](C)C(=O)O Amino-D-alanine